FC(C(=O)O)(F)F.C(CC)(=O)O propionic acid, trifluoroacetate salt